azafuranone O1C(NC=C1)=O